6-(((6aR,8R)-2-(3-Fluoro-2-hydroxyphenyl)-6a-(fluoromethyl)-5,6,6a,7,8,9-hexahydropyrrolo[1',2':4,5]pyrazino[2,3-c]pyridazin-8-yl)oxy)-4-methylnicotinaldehyde FC=1C(=C(C=CC1)C=1C=C2C(=NN1)NC[C@@]1(N2C[C@@H](C1)OC1=NC=C(C=O)C(=C1)C)CF)O